3-[(3S)-2-oxopyrrolidin-3-yl]-L-alaninamide O=C1NCC[C@H]1C[C@H](N)C(=O)N